ClC=1C=C2C=NC(=NC2=CC1C1CCN(CC1)[C@@]1([C@@H](COC1)O)C)NC1=CC(=NN1C)Cl |o1:17,18| (3S,4S) or (3R,4R)-4-(4-(6-chloro-2-((3-chloro-1-methyl-1H-pyrazol-5-yl)amino)quinazolin-7-yl)piperidin-1-yl)-4-methyltetrahydrofuran-3-ol